ClC=1C=C(OC=2SC(=CN2)C2N(C(C=3NN=C(C32)C3=CC=CC=2NC(OC23)=O)=O)CC(C)(F)F)C=CC1Cl 7-{4-[2-(3,4-Dichlorophenoxy)-1,3-thiazol-5-yl]-5-(2,2-difluoropropyl)-6-oxo-1,4,5,6-tetrahydropyrrolo[3,4-c]pyrazol-3-yl}-1,3-benzoxazol-2(3H)-one